BrC1=C(C=C(OC[C@H](CC2CCNCC2)C)C=C1)C(F)(F)F (S)-4-(3-(4-bromo-3-(trifluoromethyl)phenoxy)-2-methylpropyl)piperidine